C(C)N1N(C2=CC(=CC=C2C1=O)NC1=NC=C(C(=N1)N[C@H](CO)C1=CC=CC=C1)C1=NC2(CO1)CCOCC2)C(C)C (S)-2-ethyl-6-((4-((2-hydroxy-1-phenylethyl)amino)-5-(3,8-dioxa-1-azaspiro[4.5]dec-1-en-2-yl)pyrimidin-2-yl)amino)-1-isopropyl-1,2-dihydro-3H-indazol-3-one